CC1=NC=NC=C1C(=O)NCC=1C=C2C(=C(NC2=CC1)C1CN(CCC1)C)C 4-methyl-N-[[3-methyl-2-(1-methyl-3-piperidinyl)-1H-indol-5-yl]methyl]pyrimidine-5-carboxamide